FC=1C=C(C=CC1)C1=C(OC2=CC=CC=C2C1=O)[C@H](CC)NC1=C2NC=NC2=NC=N1 3-(3-fluorophenyl)-2-[(1S)-1-(7H-purin-6-ylamino)propyl]-chromen-4-one